ClCC(=O)C1=CC=C(C=C1)NC(OC([2H])([2H])[2H])=O (2H3)methyl N-[4-(2-chloroacetyl)phenyl]carbamate